6-CHLOROPYRAZINE-2-CARBALDEHYDE ClC1=CN=CC(=N1)C=O